3-((4-(benzyl(methyl)amino)-5-fluoropyrimidin-2-yl)oxy)pyrrolidin C(C1=CC=CC=C1)N(C1=NC(=NC=C1F)OC1CNCC1)C